O=C1NC(CCC1N1C(C2=CC=CC(=C2C1)NCCCC(=O)N1CCN(CC1)C1=NC=C(C(=O)N2CCC(CC2)CCCCNC(\C=C\C=2C=NC=CC2)=O)C=C1)=O)=O (E)-N-(4-(1-(6-(4-(4-((2-(2,6-dioxopiperidin-3-yl)-1-oxoisoindoline-4-yl)amino)butanoyl)piperazin-1-yl)nicotinoyl)piperidin-4-yl)butyl)-3-(pyridin-3-yl)acrylamide